(S)-1'-(6-((2-amino-3-chloropyridin-4-yl)thio)-1,2,4-triazin-3-yl)-1,3-dihydrospiro[indene-2,4'-piperidine]-1-amine hydrochloride Cl.NC1=NC=CC(=C1Cl)SC1=CN=C(N=N1)N1CCC2(CC1)[C@@H](C1=CC=CC=C1C2)N